C(#N)C1=C(C=C(S1)COC1=CC=CC(=N1)C1=CC(=C(C=C1F)CC=1N(C2=C(N1)C=CC(=C2)C(=O)O)C[C@H]2OCC2)F)F 2-[[4-[6-[(5-cyano-4-fluoro-2-thienyl)methoxy]-2-pyridyl]-2,5-difluorophenyl]methyl]-3-[[(2S)-oxetan-2-yl]methyl]benzimidazole-5-carboxylic acid